FC(OC=1C(=NC=CN1)B(O)O)F 3-(DIFLUOROMETHOXY)PYRAZINE-2-BORONIC ACID